(6S)-6-[2-Chloro-3-(3-chloro-pyridin-4-yl)phenyl]-2-imino-6-methyl-3-[(2S,4S)-2-methyl-tetrahydropyran-4-yl]hexahydro-pyrimidin-4-one trifluoroacetic acid salt FC(C(=O)O)(F)F.ClC1=C(C=CC=C1C1=C(C=NC=C1)Cl)[C@@]1(CC(N(C(N1)=N)[C@@H]1C[C@@H](OCC1)C)=O)C